dihydroxydiphenyl-phosphorus O[P](C1=CC=CC=C1)(C1=CC=CC=C1)O